C(=O)(O)C=1N=C(N(N1)C)[Na] 2-carboxy-4-methyl-1,3,4-triazol-5-yl-sodium